C(#N)C=1C(=C(C=CC1)C1=NN2C(N=C(C=C2)C(=O)N[C@@H](C(C)(C)O)C)=C1C1=CC(=NC(=C1)C)C)C 2-(3-cyano-2-methyl-phenyl)-3-(2,6-dimethyl-4-pyridinyl)-N-[(1R)-2-hydroxy-1,2-dimethyl-propyl]pyrazolo[1,5-a]pyrimidine-5-carboxamide